C(C)(=O)NC=1N=C2N(N=C(C=C2)C=2C(=NC=C(C(=O)O)C2)C)C1 5-(2-acetamidoimidazo[1,2-b]pyridazin-6-yl)-6-methylnicotinic acid